CC1=CC(=NC(=C1)N1CC(CCC1)C(F)(F)F)C(=O)NN 4-methyl-6-(3-(trifluoromethyl)piperidin-1-yl)picolinohydrazide